C1(CCCCC1)[C@@H]1C(N2CCCC[C@H]2C(O[C@@H](C=2C=CC=C(OCC(NC(C(N1)=O)(C)C)=O)C2)CCC2=CC(=C(C=C2)OC)OC)=O)=O (2R,5S,12R)-12-cyclohexyl-2-[2-(3,4-dimethoxyphenyl)ethyl]-15,15-dimethyl-3,19-dioxa-10,13,16-triazatricyclo[18.3.1.05,10]tetracosa-1(24),20,22-triene-4,11,14,17-tetrone